NC=1C=C(C(=C(C1)C1=C(C=2N=C(N=C(C2C=N1)N1C[C@H](OCC1)CO)OCC12CCCN2CC(C1)F)F)C(F)(F)F)Cl ((2S)-4-(7-(5-amino-3-chloro-2-(trifluoromethyl)phenyl)-8-fluoro-2-((2-fluorotetrahydro-1H-pyrrolizin-7a(5H)-yl)methoxy)pyrido[4,3-d]pyrimidin-4-yl)morpholin-2-yl)methanol